ClC1=NC=2N(C(=C1)C1=C(C=C(C=C1)Cl)F)C=C(N2)C 7-chloro-5-(4-chloro-2-fluoro-phenyl)-2-methyl-imidazo[1,2-a]pyrimidine